C[Si]1(N[Si](N[Si](N1)(C=C)C)(C=C)C)C=C 2,4,6-trimethyl-2,4,6-trivinyl-cyclotrisilazane